O1CCCC2=CC=CC(=C12)C1=NOC(=N1)C=1C=C2C=CN(C2=CC1)C(C)C 3-chroman-8-yl-5-(1-isopropylindol-5-yl)-1,2,4-oxadiazole